tetrahydro-2-benzothiophene-1-carboxylate C1(SCC2C1=CC=CC2)C(=O)[O-]